4-(4-amino-4-ethylpiperidin-1-yl)-2-ethyl-N-{8-fluoro-2-methylimidazo[1,2-a]pyridin-6-yl}indazole-7-carboxamide NC1(CCN(CC1)C=1C2=CN(N=C2C(=CC1)C(=O)NC=1C=C(C=2N(C1)C=C(N2)C)F)CC)CC